salicylic acid myristyl-salicylate C(CCCCCCCCCCCCC)OC=1C(C(=O)O)=CC=CC1.C(C=1C(O)=CC=CC1)(=O)O